BrC=1C=C2C(NC(=NC2=CC1)C1(CCN(CC1)C(=O)OC(C)(C)C)F)=O tert-butyl 4-(6-bromo-4-oxo-3,4-dihydro-quinazolin-2-yl)-4-fluoropiperidine-1-carboxylate